CC=1OC(=C(N1)C)C 2,4,5-trimethyl-oxazole